(3,3-difluorocyclobutyl)-N-methyl-1H-imidazole-1-carboxamide FC1(CC(C1)C=1N(C=CN1)C(=O)NC)F